8-Amino-4-hydroxynaphthalene-2-sulfonic acid NC=1C=CC=C2C(=CC(=CC12)S(=O)(=O)O)O